FC1(CCC2=C1N=C(N=C2C2=CC1=C(S2)CCC1NS(=O)(=O)C)N1[C@H]([C@@H](C1)O)C)F N-(2-(7,7-difluoro-2-((2S,3R)-3-hydroxy-2-methylazetidin-1-yl)-6,7-dihydro-5H-cyclopenta[d]pyrimidin-4-yl)-5,6-dihydro-4H-cyclopenta[b]thiophen-4-yl)methanesulfonamide